(S)-(6-((5-bromo-2-((7-methoxy-1,2-dimethyl-1,2,3,4-tetrahydroisoquinolin-6-yl)amino)pyrimidin-4-yl)amino)quinoxalin-5-yl)dimethylphosphine BrC=1C(=NC(=NC1)NC=1C=C2CCN([C@H](C2=CC1OC)C)C)NC=1C(=C2N=CC=NC2=CC1)P(C)C